FC1=C(C(=CC=C1)C)N1CCC(CC1)C1=C(C=2C(=NC=CN2)N(C1=O)CC1=NC=CC=C1C(F)(F)F)C 7-(1-(2-Fluoro-6-methylphenyl)piperidin-4-yl)-8-methyl-5-((3-(trifluoromethyl)pyridin-2-yl)methyl)pyrido[2,3-b]pyrazin-6(5H)-one